NC1=CCOC2=C1C=C(C=C2)[N+](=O)[O-] 4-amino-6-nitro-2H-benzopyran